C(C)(=O)OC(C)C(C)OC(C)=O 2,3-Butanediol diacetate